methyl 2-{[(3-bromophenyl)(phenyl)methyl]amino}-5-methoxy-1-methyl-6-oxo-1,6-dihydropyrimidine-4-carboxylate BrC=1C=C(C=CC1)C(C1=CC=CC=C1)NC=1N(C(C(=C(N1)C(=O)OC)OC)=O)C